BrC1=C(C=CC=C1)[C@H](C)O (S)-1-(2-bromophenyl)ethanol